C(C1=CC=CC=C1)(C1=CC=CC=C1)(C1=CC=CC=C1)NC1CNCCC1 N-tritylpiperidin-3-amine